CN1C(NC(C=2N(C(=NC12)C(CC)NC(OC(C)(C)C)=O)C)=O)=O tert-butyl (1-(3,7-dimethyl-2,6-dioxo-2,3,6,7-tetrahydro-1H-purin-8-yl)propyl)carbamate